C1(CC1)N1N=CC(=C1)C=1C=C(C=CC1)N(C(=O)[C@@H]1CC[C@H](CC1)NC(CNC(OC)=O)=O)C[C@@H]1CC[C@H](CC1)C1=CC(=C(C=C1)OC)C Methyl (2-((trans-4-((3-(1-cyclopropyl-1H-pyrazol-4-yl)phenyl)((trans-4-(4-methoxy-3-methylphenyl)cyclohexyl) methyl)carbamoyl)cyclohexyl)amino)-2-oxoethyl)carbamate